2-fluoro-4,6-bis(trifluoromethyl)benzoic acid FC1=C(C(=O)O)C(=CC(=C1)C(F)(F)F)C(F)(F)F